(2S,4R)-1-[(2S)-2-(4-cyclopropyltriazol-1-yl)-3,3-dimethyl-butanoyl]-4-hydroxy-N-(2-methyl-3,4-dihydro-1H-isoquinolin-4-yl)pyrrolidine-2-carboxamide C1(CC1)C=1N=NN(C1)[C@H](C(=O)N1[C@@H](C[C@H](C1)O)C(=O)NC1CN(CC2=CC=CC=C12)C)C(C)(C)C